Ethyl (Z)-3-((3,3-dibutyl-5-(4-methoxyphenyl)-7-(methylthio)-1,1-dioxido-2,3,4,5-tetrahydro-1,5-benzothiazepin-8-yl)oxy)-2-fluoroacrylate C(CCC)C1(CS(C2=C(N(C1)C1=CC=C(C=C1)OC)C=C(C(=C2)O\C=C(\C(=O)OCC)/F)SC)(=O)=O)CCCC